CC1(CN(C=2C1=NC(=CC2)C)C(=O)N2CCCCC2)C 1-(3,3,5-trimethyl-2,3-dihydro-1H-pyrrolo[3,2-b]pyridine-1-carbonyl)piperidin